1-[5-(5-chloro-2-methoxypyridin-4-yl)-1H-pyrazole-3-carbonyl]-N-(2,2-dimethyl-1,3-dioxan-5-yl)piperidine-4-carboxamide ClC=1C(=CC(=NC1)OC)C1=CC(=NN1)C(=O)N1CCC(CC1)C(=O)NC1COC(OC1)(C)C